C(C=C)(=O)O.C(C=C)(=O)O.C(=C)C=1C=C(C=C(C1)C)C 5-vinyl-1,3-xylene diacrylate